(3R)-3-[(5R)-2-oxo-5-[4-[4-(4-piperidyloxy)but-1-ynyl]phenyl]oxazolidin-3-yl]piperidine-2,6-dione O=C1O[C@@H](CN1[C@H]1C(NC(CC1)=O)=O)C1=CC=C(C=C1)C#CCCOC1CCNCC1